BrC1=CC(=CC=C1)C(F)F bromo-3-(difluoromethyl)benzene